FC=1C=C(C(=O)N(C)[C@H](CN2CC(C2)O)CCC)C=CC1F (S)-3,4-Difluoro-N-(1-(3-hydroxyazetidin-1-yl)pentan-2-yl)-N-methylbenzamide